N1CC(C1)CC(=O)N1C(CC(CC1(C)C)N(C)C=1N=NC(=CC1)C1=C(C=C(C=C1)C=1C=NNC1)O)(C)C 2-(azetidin-3-yl)-1-(4-((6-(2-hydroxy-4-(1H-pyrazol-4-yl)phenyl)pyridazin-3-yl)(methyl)amino)-2,2,6,6-tetramethylpiperidin-1-yl)ethan-1-one